(1R,2S,5S)-3-(4-Methoxy-1H-indole-2-carbonyl)-6,6-dimethyl-N-((S)-1-oxo-3-((S)-2-oxopyrrolidin-3-yl)propan-2-yl)-3-azabicyclo[3.1.0]hexane-2-carboxamide COC1=C2C=C(NC2=CC=C1)C(=O)N1[C@@H]([C@H]2C([C@H]2C1)(C)C)C(=O)N[C@H](C=O)C[C@H]1C(NCC1)=O